P(=O)(O)(O)OC[C@@H]1[C@H]([C@@H]([C@H](C(O)O1)N)O)O glucosamine 6-phosphate